COC(=O)C1=C2C(NC=N1)=NC=C2 Pyrrolo[2,3-d]Pyrimidine-4-carboxylic acid methyl ester